C(C)(C)(C)OC(=O)N[C@@H]1CC[C@H](CC1)C[C@H](C)NC(OCC1=CC=CC=C1)=O Benzyl (S)-(1-(trans-4-((tert-butoxycarbonyl)amino)cyclohexyl)propan-2-yl)carbamate